C1(CC1)C(=O)NC1=NC=C(C(=O)NC([2H])([2H])[2H])C(=C1)NC1=CC=C2C=NN(C2=C1OC([2H])([2H])[2H])C(C)C 6-(Cyclopropanecarboxamido)-4-((1-isopropyl-7-(methoxy-d3)-1H-indazol-6-yl)amino)-N-(methyl-d3)nicotinamide